OC1=CC=C(C(=O)OCCC)C=C1.[K] potassium propyl para-hydroxybenzoate